1-(11Z,14Z-eicosadienoyl)-2-(11Z-docosenoyl)-glycero-3-phospho-(1'-sn-glycerol) CCCCCCCCCC/C=C\CCCCCCCCCC(=O)O[C@H](COC(=O)CCCCCCCCC/C=C\C/C=C\CCCCC)COP(=O)(O)OC[C@H](CO)O